N1=C(N=CC=C1)NC1CCNCCC1 N-(Pyrimidin-2-yl)azepan-4-amine